1,9-nonamethylenediamine C(CCCCN)CCCCN